(4Z)-4-(1,3-benzothiazol-6-ylmethylene)-2-[[(1R,2R)-2-hydroxycycloheptyl]amino]-1H-imidazol-5-one S1C=NC2=C1C=C(C=C2)\C=C\2/N=C(NC2=O)N[C@H]2[C@@H](CCCCC2)O